(S)-2-((((9H-fluoren-9-yl)methoxy)carbonyl)amino)-4-((3-fluorophenyl)(methyl)amino)butanoic acid hydrochloride Cl.C1=CC=CC=2C3=CC=CC=C3C(C12)COC(=O)N[C@H](C(=O)O)CCN(C)C1=CC(=CC=C1)F